3-chloro-6,7-dihydro-5H-cyclopenta[c]pyridine-4-carboxamide ClC1=C(C2=C(C=N1)CCC2)C(=O)N